[Na].C1OC=2C=CSC2OC1 4-ethylenedioxythiophene sodium